ClC=1C=C2C=CN=C(C2=C(C1)C)N(C(C1=C(C=C(C=C1)C=1C=NN(C1C)C)F)=O)[C@H]1CNCCC1 (R)-N-(6-chloro-8-methylisoquinolin-1-yl)-4-(1,5-dimethyl-1H-pyrazol-4-yl)-2-fluoro-N-(piperidin-3-yl)benzamide